C(C)O[C@H]1CC[C@@H](C2=CC=CC=C12)NCC[C@]1(CCOC2(CCCC2)C1)C1=NC=CC=C1 (1S,4S)-4-ethoxy-N-(2-((R)-9-(pyridin-2-yl)-6-oxaspiro[4.5]decan-9-yl)ethyl)-1,2,3,4-tetrahydronaphthalen-1-amine